N(N)C1=CC=C(C=N1)S(=O)(C1=CC=CC=C1)=N (6-hydrazineylpyridin-3-yl)(imino)(phenyl)-λ6-sulfanone